O1CC(C1)N1CCC2=C(CC1)C=C(C=C2)N 3-(oxetan-3-yl)-2,3,4,5-tetrahydro-1H-benzo[d]azepin-7-amine